O[C@@H](C(=O)N1[C@@H]([C@@H]2CC[C@H](C1)C2)C(=O)N[C@@H](C[C@H]2C(NCC2)=O)C(COC(F)(F)F)=O)CC(C)C (1R,2S,5S)-3-((R)-2-hydroxy-4-methylpentanoyl)-N-((S)-3-oxo-1-((S)-2-oxopyrrolidin-3-yl)-4-(trifluoromethoxy)butan-2-yl)-3-azabicyclo[3.2.1]octane-2-carboxamide